1-Amino-4-(2-hydroxyethyl)amino-5-chloro-2-nitrobenzol NC1=C(C=C(C(=C1)Cl)NCCO)[N+](=O)[O-]